NC=1C(=NC(=C(N1)F)C1=CC(=C(C(=C1)C)OC)CN(C)CC)C=1C=C2CCNC(C2=CC1F)=O 6-(3-amino-6-(3-((ethyl(methyl)amino)methyl)-4-methoxy-5-methylphenyl)-5-fluoropyrazin-2-yl)-7-fluoro-3,4-dihydroisoquinolin-1(2H)-one